benzo[b]azepine-4-carbohydrazide N=1C2=C(CC(=CC1)C(=O)NN)C=CC=C2